C1(=CC=CC=C1)C=1C2=C(C(NC1)=O)C=CS2 7-phenyl-4H,5H-thieno[3,2-c]pyridin-4-one